NC/C(/CN1N=CC(=C1)C(=O)OC)=C\F methyl (E)-1-(2-(aminomethyl)-3-fluoroallyl)-1H-pyrazole-4-carboxylate